CC=1C=C(C=CC1O[C@H]1O[C@H]([C@H]([C@@H]([C@H]1O)O)O)CO)C=1C=C(C(=O)NC=2C=NC=CC2)C=CC1 3-[3-methyl-4-[(2R,3R,4S,5S,6S)-3,4,5-trihydroxy-6-(hydroxymethyl)tetrahydropyran-2-yl]oxy-phenyl]-N-(3-pyridyl)benzamide